6-nitro-3,4-diphenylisoquinolin-1(2H)-one [N+](=O)([O-])C=1C=C2C(=C(NC(C2=CC1)=O)C1=CC=CC=C1)C1=CC=CC=C1